bis(2-pentylheptyl)-11-(3-(diethylamino)propyl)-7,15-dioxo-6,16-dipentyl-8,14-dioxa-6,11,16-triazahenicosanedioate C(CCCC)C(COC(CCCCN(C(OCCN(CCOC(N(CCCCC(=O)OCC(CCCCC)CCCCC)CCCCC)=O)CCCN(CC)CC)=O)CCCCC)=O)CCCCC